2-decyltetradecynol C(CCCCCCCCC)C(CO)C#CCCCCCCCCCC